2-(2-Methoxyphenyl)-6-(3-ethoxyphenyl)-5,7-dimethyl-2,6-dihydro-1H-pyrrolo[3,4-d]pyridazin-1-one COC1=C(C=CC=C1)N1N=CC=2C(C1=O)=C(N(C2C)C2=CC(=CC=C2)OCC)C